CC1(CC=C(CC1)C)CCCO 3-(1,4-dimethylcyclohex-3-en-1-yl)-1-propanol